2-(1-decenyl)furan C(=CCCCCCCCC)C=1OC=CC1